OC1CC(N(C(C1)(C)C)OC1=C(C(=O)O)C=CC=C1)(C)C 4-hydroxy-2,2,6,6-tetramethylpiperidine-1-oxybenzoic acid